4-morpholino-4-phenyl-butan-1-ONE O1CCN(CC1)C(CCC=O)C1=CC=CC=C1